6-Chloro-1-(2-chlorophenyl)-4-((cyclopropylmethyl)amino)-7-(trifluoromethyl)quinazolin-2(1H)-one ClC=1C=C2C(=NC(N(C2=CC1C(F)(F)F)C1=C(C=CC=C1)Cl)=O)NCC1CC1